4-[[4-[[(1S)-2-hydroxy-1-phenyl-ethyl]amino]-5-(5-methyl-1H-pyrazol-3-yl)pyrimidin-2-yl]amino]-N,2-dimethyl-benzamide OC[C@H](C1=CC=CC=C1)NC1=NC(=NC=C1C1=NNC(=C1)C)NC1=CC(=C(C(=O)NC)C=C1)C